OC=1C=C(C=CC1O)[C@H]1OC2=C(C(C1)=O)C(=CC(=C2)O)O (2S)-2-(3,4-dihydroxyphenyl)-5,7-dihydroxy-2,3-dihydro-4H-1-benzopyran-4-one